FC(C=1C=CC2=C(SC(=C2)CN2CC3(CC2)CCN(CC3)C(=O)N3N=C(C=C3)C(=O)N)C1)(F)F 1-(2-((6-(trifluoromethyl)benzo[b]thiophen-2-yl)methyl)-2,8-diazaspiro[4.5]decane-8-carbonyl)-1H-pyrazole-3-carboxamide